N(=[N+]=[N-])N[C@@H](CCCNC(N)=N)C(=O)O azido-arginine